BrC(CC)C(CC)OC=1C=C(C(=O)N)C=CC1 3-(3-bromo-4-hexyloxy)benzamide